[N+](=O)([O-])C1=CC=C(O[C@H]2O[C@@H]([C@H]([C@@H]([C@@H]2O[Si](C)(C)C)O[Si](C)(C)C)O[Si](C)(C)C)CO[Si](C)(C)C)C=C1 (((2R,3S,4S,5R,6R)-2-(4-nitrophenoxy)-6-(((trimethylsilyl)oxy)methyl)tetrahydro-2H-pyran-3,4,5-triyl)tris(oxy))tris(trimethylsilane)